C(C=C)(=O)OCCCCCC[Si](C)(C)Br acryloxyhexylbromodimethylsilane